trans-N-[8-amino-6-[3-[(4-methoxyphenyl)methyl]-5-methyl-2-oxo-1,3-benzoxazol-6-yl]-2,7-naphthyridin-3-yl]-2-cyano-cyclopropanecarboxamide NC=1N=C(C=C2C=C(N=CC12)NC(=O)[C@H]1[C@@H](C1)C#N)C1=CC2=C(N(C(O2)=O)CC2=CC=C(C=C2)OC)C=C1C